CN([C@H]1CC(=CC[C@@H]1NC(OC(C)(C)C)=O)C1=CC(=CC=C1)N1N=CC=C1)C tert-Butyl ((3S,4S)-3-(dimethylamino)-3'-(1H-pyrazol-1-yl)-2,3,4,5-tetrahydro-[1,1'-biphenyl]-4-yl)carbamate